CC(C)C1=CC=C(C=C1)C(C)C p-diisopropylbenzene